COC(=O)C1=CC(=C(C=2OC(OC21)(F)F)Br)F 7-Bromo-2,2,6-trifluorobenzo[d][1,3]dioxole-4-carboxylic acid methyl ester